C(C)OC(=O)C=1C=NC(=CC1)N1C[C@H]2N(C(C1)=O)C[C@H](C2)C2=C(C(=CC=C2OCC=C)Cl)Cl.C2(=CC=CC=C2)P(C2=C(C=CC=C2)C2=C(C=CC=C2)P(C2=CC=CC=C2)C2=CC=CC=C2)C2=CC=CC=C2 2,2'-bis(diphenylphosphino)biphenyl ethyl-6-[(7R,8aS)-7-[2,3-dichloro-6-(prop-2-en-1-yloxy)phenyl]-4-oxo-hexahydropyrrolo[1,2-a]pyrazin-2-yl]pyridine-3-carboxylate